5-acetyl-8-hydroxy-(1H)-quinolin-2-one C(C)(=O)C1=C2C=CC(NC2=C(C=C1)O)=O